propyl senecioate C(C=C(C)C)(=O)OCCC